3'-Adamantan-1-yl-4-(2-carboxy-vinyl)-4'-methoxy-biphenyl-2-yl-methyl-ammonium trifluoroacetate FC(C(=O)[O-])(F)F.C12(CC3CC(CC(C1)C3)C2)C=2C=C(C=CC2OC)C2=C(C=C(C=C2)C=CC(=O)O)[NH2+]C